(R)-2-(3-(hydroxy(4-methyl-4H-1,2,4-triazol-3-yl)(oxetan-3-yl)methyl)phenyl)-6-(((1-methyl-cyclobutyl)amino)methyl)-4-(trifluoromethyl)isoindolin-1-one O[C@@](C=1C=C(C=CC1)N1C(C2=CC(=CC(=C2C1)C(F)(F)F)CNC1(CCC1)C)=O)(C1COC1)C1=NN=CN1C